4-(3-bromo-2-fluoro-6-methylphenoxy)-2-fluoro-1-(4-fluorophenyl)butan-1-ol BrC=1C(=C(OCCC(C(O)C2=CC=C(C=C2)F)F)C(=CC1)C)F